C12CCCCC2C1 bicyclo-[4.1.0]-heptane